N-(4-bromo-2-methylphenyl)-N-methylmethanesulfonamide BrC1=CC(=C(C=C1)N(S(=O)(=O)C)C)C